2-((1-oxa-8-azaspiro[4.5]decan-8-yl)methyl)-7-(5-fluoro-2-(((3S,4R)-3-hydroxytetrahydro-2H-pyran-4-yl)amino)pyrimidin-4-yl)-1-isopropylquinolin-4(1H)-one O1CCCC12CCN(CC2)CC=2N(C1=CC(=CC=C1C(C2)=O)C2=NC(=NC=C2F)N[C@H]2[C@@H](COCC2)O)C(C)C